O=C1NC(CCC1C=1C(=NC2=CC(=CC=C2C1)NCC(=O)OC(C)(C)C)C)=O tert-butyl (3-(2,6-dioxopiperidin-3-yl)-2-methylquinolin-7-yl)glycinate